6-(2-chloro-3,5-dimethoxyphenyl)-N-(2-morpholinoethyl)-[1,2,4]triazolo[4',3':1,6]pyrido[2,3-d]pyrimidin-2-amine ClC1=C(C=C(C=C1OC)OC)C1=CC2=C(N=C(N=C2)NCCN2CCOCC2)N2C1=NN=C2